COC=1C=C2C(CCOC2=CC1)=O 6-methoxy-4-chromanone